5-amino-7-bromo-4-(2-chloro-5-fluorophenyl)-3,4-dihydro-phthalazin-1(2H)-one NC1=C2C(NNC(C2=CC(=C1)Br)=O)C1=C(C=CC(=C1)F)Cl